BrC=1C(=CC2=C(SCC=N2)C1)OC 7-Bromo-6-methoxy-2H-benzo[b][1,4]thiazin